4-(4-(1-(4-((S)-2-(3-Chloro-4-cyanophenyl)-3-methyl-2,8-diazaspiro[4.5]decan-8-yl)benzoyl)piperidin-4-yl)piperazin-1-yl)-N-((R)-2,6-dioxopiperidin-3-yl)-2-fluorobenzamide ClC=1C=C(C=CC1C#N)N1CC2(C[C@@H]1C)CCN(CC2)C2=CC=C(C(=O)N1CCC(CC1)N1CCN(CC1)C1=CC(=C(C(=O)N[C@H]3C(NC(CC3)=O)=O)C=C1)F)C=C2